6-(((1S,2S,4S)-4-(2-chloro-5-(trifluoromethyl)phenyl)-2-(dimethylamino)cyclohexyl)-oxy)-2-methyl-N-(pyrimidin-4-yl)pyridine-3-sulfonamide ClC1=C(C=C(C=C1)C(F)(F)F)[C@@H]1C[C@@H]([C@H](CC1)OC1=CC=C(C(=N1)C)S(=O)(=O)NC1=NC=NC=C1)N(C)C